tert-butyl ((cis-3-aminocyclobutyl)methyl)carbamate N[C@H]1C[C@H](C1)CNC(OC(C)(C)C)=O